NC1=CC=C(C=N1)C1CC(N(CC1)C)=O 4-(6-aminopyridin-3-yl)-1-methylpiperidin-2-one